N-([4-[4-[[2-(4-chlorophenyl)-4,4-dimethylcyclohexen-1-yl]methyl]piperazin-1-yl]phenyl]sulfonyl)thieno[2,3-b]pyridine-6-carboxamide ClC1=CC=C(C=C1)C1=C(CCC(C1)(C)C)CN1CCN(CC1)C1=CC=C(C=C1)S(=O)(=O)NC(=O)C1=CC=C2C(=N1)SC=C2